O.[Fe+2].O=C([C@H](O)[C@@H](O)[C@H](O)[C@H](O)CO)O Gluconic acid Iron (II) Hydrate